C(C1=CC=CC=C1)OC(=O)N[C@@]1(CN([C@@H](C=CC1)C)C(=O)OC)C(=O)[O-] methyl (3S,7R)-3-(benzyloxycarbonylamino)-7-methyl-4,7-dihydro-2H-azepine-1,3-dicarboxylate